COC(C(=O)[O-])CN1C(N(C(C1=CC1=CC=CC=C1)=O)OC)=O dimethoxybenzylidenedioxoimidazolidine-propionate